copper (8-hydroxyquinoline) OC=1C=CC=C2C=CC=NC12.[Cu]